8-methoxy-4-(1-methyl-7-methylsulfonyl-2-oxo-4H-pyrimido[4,5-d]pyrimidin-3-yl)-2,3-dihydroquinoline-1-carboxylic acid tert-butyl ester C(C)(C)(C)OC(=O)N1CCC(C2=CC=CC(=C12)OC)N1C(N(C2=NC(=NC=C2C1)S(=O)(=O)C)C)=O